N1(CCC1)CCC=1C(=CC(N(C1)C(C(=O)N[C@@H](CC(=O)OCC)C=1C(=C(C=C(C1F)C)C1=C(C=CC=C1C)C)F)CC(C)C)=O)C(F)(F)F ethyl (3S)-3-(2-(5-(2-(azetidin-1-yl)ethyl)-2-oxo-4-(trifluoromethyl)pyridin-1(2H)-yl)-4-methylpentanamido)-3-(2,4-difluoro-2',5,6'-trimethyl-[1,1'-biphenyl]-3-yl)propanoate